2-[3-formyl-4-(2-methylpropoxy)phenyl]-4-methyl-5-thiazoleformic acid C(=O)C=1C=C(C=CC1OCC(C)C)C=1SC(=C(N1)C)C(=O)O